Cl.Cl.CN1C=NC=CC1=O 3-methylpyrimidin-4(3H)-one dihydrochloride